CC1=C(C=CC(=C1)C)S(=O)(=O)C=1N=NN2C1NC(C1=CC(=CC=C21)OC)=O 3-(2,4-dimethylphenyl)sulfonyl-7-methoxy-4H-triazolo[1,5-a]quinazolin-5-one